8-Methoxy-2-(trifluoromethyl)-3-[5-(3,3,3-trifluoropropyl)-1,3-thiazol-2-yl]-4H-pyrido[1,2-a]pyrimidin-4-one COC1=CC=2N(C(C(=C(N2)C(F)(F)F)C=2SC(=CN2)CCC(F)(F)F)=O)C=C1